iminodimethyl-ethylamine N=C(C)N(C)C